FC1=CC=C(C=C1)C(C(=O)O)C(CC(=O)O)C1=CC=C(C=C1)F 2,3-bis(4-fluorophenyl)glutaric acid